C(C1=CC=CC=C1)N1CCN(CC1)C1C(CCCC1)(F)F benzyl-4-(2,2-difluorocyclohexyl)piperazine